N=1SN=C2C1C=CC(=C2)S(=O)(=O)Cl 2,1,3-benzothiadiazole-5-sulfonyl chloride